C(/C1=CC=CC=C1)=C(\C(C)=O)/C#CC1=CC=CC=C1 (E)-3-benzylidene-5-phenylpentan-4-yn-2-one